(R)-1-(1-(6-fluoro-4-oxo-3,4-dihydrophthalazin-1-yl)ethyl)-3-(4-fluorophenyl)-1-isobutylurea FC=1C=C2C(NN=C(C2=CC1)[C@@H](C)N(C(=O)NC1=CC=C(C=C1)F)CC(C)C)=O